FC1=CC(=CC=2CC3N(CC12)CCOC3)C(=O)OC Methyl 7-fluoro-1,3,4,6,11,11a-hexahydro-[1,4]oxazino[4,3-b]isoquinoline-9-carboxylate